C1(CCCC1)CCCOC=1C=C(C=CC1N1CCN(CC1)C)NC=1N=CC2=C(N1)N(C(C=C2C#C[Si](C(C)C)(C(C)C)C(C)C)=O)C 2-((3-(3-cyclopentylpropoxy)-4-(4-methylpiperazin-1-yl)phenyl)amino)-8-methyl-5-((triisopropylsilyl)ethynyl)pyrido[2,3-d]pyrimidin-7(8H)-one